C=1(C(=CC=CC1O)S(=O)(=O)[O-])C.[Na+] sodium cresolsulfonate